FC1=CC(=CC=2C=COC21)C=2C(=NC(=CN2)CCC(F)(F)F)N2CCC(CC2)C2=NOC(N2)=O 3-(1-(3-(7-fluorobenzofuran-5-yl)-6-(3,3,3-trifluoropropyl)pyrazin-2-yl)piperidin-4-yl)-1,2,4-oxadiazol-5(4H)-one